N-(4-acetyl-phenyl)-1-(4-chlorophenyl)-N-methyl-1H-1,2,4-triazole-3-carboxamide C(C)(=O)C1=CC=C(C=C1)N(C(=O)C1=NN(C=N1)C1=CC=C(C=C1)Cl)C